C(C)OC(\C=C/C1=CC=C(C=C1)O)=O cis-p-Coumaric acid ethyl ester